[Si](C)(C)(C(C)(C)C)OCCN1CCC(CC1)C=1C=C(C2=C(N=C(O2)NC=2SC3=C(N2)C=CC(=C3)C(F)(F)F)C1)F 5-(1-(2-((tert-butyldimethylsilyl)oxy)ethyl)piperidin-4-yl)-7-fluoro-N-(6-(trifluoromethyl)benzo[d]thiazol-2-yl)benzo[d]oxazol-2-amine